N1,N8-Bis(3-((2,6-dioxopiperidin-3-yl)carbamoyl)phenyl)octanediamide O=C1NC(CCC1NC(=O)C=1C=C(C=CC1)NC(CCCCCCC(=O)NC1=CC(=CC=C1)C(NC1C(NC(CC1)=O)=O)=O)=O)=O